Cl.C(C)N=C=NCCCN(C)C 1-Ethyl-3-(3-dimethylaminopropyl)carbodiimide hydrochlorid